COC1=CC2=C(C=N1)CC1(CCNCC1)[C@@H]2N[S@](=O)C(C)(C)C (R)-N-[(5S)-3-methoxyspiro[5,7-dihydro-cyclopenta[c]pyridin-6,4'-piperidin]-5-yl]-2-methylpropane-2-sulfinamide